gamma-Nonanolacton C1(CC(CCCCCC)O1)=O